CN1[C@@H](CNC[C@@H]1C)C (2R,6S)-1,2,6-trimethylpiperazine